(4-chloro-3-methyl-1H-indazol-5-yl)-[rac-(7R,9aR)-7-(4-chlorophenyl)-7-hydroxy-3,4,6,8,9,9a-hexahydro-1H-pyrido[1,2-a]pyrazin-2-yl]methanone ClC1=C2C(=NNC2=CC=C1C(=O)N1C[C@@H]2N(CC1)C[C@](CC2)(O)C2=CC=C(C=C2)Cl)C |r|